[Br-].FC(=C(F)F)[Zn+] trifluorovinyl-zinc bromide